6-(4-{5-[5-fluoro-6-(2-methoxyethoxy)-1H-indazol-3-yl]-1,2-oxazol-3-yl}benzoyl)-2lambda6-thia-6-azaspiro[3.3]heptane-2,2-dione FC=1C=C2C(=NNC2=CC1OCCOC)C1=CC(=NO1)C1=CC=C(C(=O)N2CC3(CS(C3)(=O)=O)C2)C=C1